C1=CC=CC=2C3=CC=CC=C3C(C12)COC(=O)N(CC(=O)O)CC1=CC=CC=C1 N-(((9H-fluoren-9-yl)methoxy)carbonyl)-N-benzylglycine